CC1=CC=C(C=C1)S(=O)(=O)OC([2H])([2H])OS(=O)(=O)C1=CC=C(C=C1)C methylene-d2 bis(4-methylbenzenesulfonate)